FC1=C(OCCN2CC(CC2)(OC2=CC(=CC=C2)C(F)(F)F)C)C=C(C=C1)F 1-(2-(2,5-difluorophenoxy)ethyl)-3-methyl-3-(3-(trifluoromethyl)phenoxy)pyrrolidine